N-[3-(3-aminoisoquinolin-7-yl)-2,4-difluorophenyl]-5-chloro-2-methoxypyridine NC=1N=CC2=CC(=CC=C2C1)C=1C(=C(C=CC1F)N1C(C=CC(=C1)Cl)OC)F